(R)-2-(4-methyl-6-((1-methylpiperidin-3-yl)amino)pyridazin-3-yl)-5-(prop-1-yn-1-yl)phenol CC1=C(N=NC(=C1)N[C@H]1CN(CCC1)C)C1=C(C=C(C=C1)C#CC)O